C(C)(C)(C)OC(=O)N1CC(CC1)OC1=NC=C(N=C1C)Br.C(CC(C)C)NC(C1=CC=C(C=C1)C=1C=CC2=C(NC(=N2)NC(CC)=O)C1)=O N-isopentyl-4-(2-propionamido-1H-benzo[d]imidazol-6-yl)benzamide tert-butyl-3-[(5-bromo-3-methylpyrazin-2-yl)oxy]pyrrolidine-1-carboxylate